C(C)(C)(C)N(C(O)=O)[C@@H](CCC(C(F)(F)F)(C)C)C=1N=C2N(N=CC(=C2)C=C)C1.C(CC)C=1OC=CC1 2-n-propyl-furan tert-butyl-(S)-(5,5,5-trifluoro-4,4-dimethyl-1-(7-vinylimidazo[1,2-b]pyridazin-2-yl)pentyl)carbamate